methyl (1r,4r)-4-(3-chloroanilino)-2'-{3-[(8-fluoro-5,6,7,8-tetrahydroquinolin-4-yl) oxy] propyl}-2',3'-dihydrospiro[cyclohexane-1,1'-indene]-4-carboxylate ClC=1C=C(NC2(CCC3(C(CC4=CC=CC=C34)CCCOC3=CC=NC=4C(CCCC34)F)CC2)C(=O)OC)C=CC1